COC(CCCC(CC)(C)C)=O methyl-5,5-dimethylheptanoate